C(CCC)(=O)O[C@H]1CC[C@@H]2[C@@]1(CC[C@@H]1[C@]3(CCC=4N=C(SC4C3=CC[C@@H]21)NN2CCN(CC2)CC)C)C (5aR,5bS,7aS,8S,10aS,10bR)-2-((4-ethylpiperazin-1-yl)amino)-5a,7a-dimethyl-5,5a,5b,6,7,7a,8,9,10,10a,10b,11-dodecahydro-4H-cyclopenta[7,8]phenanthro[2,1-d]thiazol-8-yl butyrate